6-(4-amino-2,3,5,6-tetrafluorophenyl)-2,2,7-trifluoro-2H-benzo[b][1,4]oxazin-3(4H)-one NC1=C(C(=C(C(=C1F)F)C1=CC2=C(OC(C(N2)=O)(F)F)C=C1F)F)F